N-heptanoyl-leucine C(CCCCCC)(=O)N[C@@H](CC(C)C)C(=O)O